BrC=1C(=NN(C1C1=CC(=C(C=C1)F)F)C1=C(C=CC=C1)F)SCC(=O)O {[4-bromo-5-(3,4-difluorophenyl)-1-(2-fluorophenyl)-1H-pyrazol-3-yl]sulfanyl}acetic acid